1-[(R)-3-(3-{5-[(R)-Hydroxy-(4-isopropyl-phenyl)-(3-methyl-azetidin-3-yl)-methyl]-pyridin-3-yl}-[1,2,4]oxadiazol-5-yl)-piperidin-1-yl]-ethanone hydrochloride salt Cl.O[C@@](C=1C=C(C=NC1)C1=NOC(=N1)[C@H]1CN(CCC1)C(C)=O)(C1(CNC1)C)C1=CC=C(C=C1)C(C)C